(5S)-9,9-dimethyl-8-oxo-2-[4-(1H-pyrazol-1-yl)benzene-1-carbonyl]-2-azaspiro[4.5]dec-6-ene-7-carbonitrile CC1(C(C(=C[C@@]2(CCN(C2)C(=O)C2=CC=C(C=C2)N2N=CC=C2)C1)C#N)=O)C